Neodymium tris-[(2-ethyl) hexanoate] CCC(C(=O)[O-])CCCC.CCC(C(=O)[O-])CCCC.CCC(C(=O)[O-])CCCC.[Nd+3]